ClC1=CC(=C(C=N1)C1=NC=C(N=C1)OC1COC1)F 2-(6-chloro-4-fluoro-3-pyridyl)-5-(oxetan-3-yloxy)pyrazine